FC1=CC=C(C=C2CN(C3=CC=CC=C3C2=O)S(=O)(=O)CC2=CC=CC=C2)C=C1 3-(4-fluorobenzylidene)-1-toluenesulfonyl-2,3-dihydroquinolin-4(1H)-one